C(C)(C)(C)OC(=O)[C@](N)(CC(N)=O)C(=O)N1[C@@H](CCC1)C(=O)O 2-(tert-butoxycarbonyl)-L-asparaginyl-L-proline